COC1=CC=C(C2=C1NC(=N2)NC(=O)C2=CN=C1N2CCCC1)C1=CC=CC=C1 N-(7-Methoxy-4-phenyl-1H-1,3-benzodiazol-2-yl)-5H,6H,7H,8H-imidazo[1,2-a]pyridin-3-carboxamid